ClC1=C(C=CC=C1B1OC(C(O1)(C)C)(C)C)NC(=O)C1=NC=C(C=C1)CN1C[C@@H](CC1)O N-[2-chloro-3-(4,4,5,5-tetramethyl-1,3,2-dioxaborolan-2-yl)phenyl]-5-[[(3R)-3-hydroxypyrrolidin-1-yl]methyl]pyridine-2-carboxamide